2-(methoxycarbonyl)-3-phenylprop-2-ene-1-sulfonic acid sodium salt [Na+].COC(=O)C(CS(=O)(=O)[O-])=CC1=CC=CC=C1